ClC1=C(C=CC(=C1)OCCN1CCNCC1)C=1N(C2=NC=NC(=C2N1)OC1(CC1)C)CC=1SC(=CN1)C(F)(F)F 2-((8-(2-chloro-4-(2-(piperazin-1-yl)ethoxy)phenyl)-6-(1-methylcyclopropoxy)-9H-purin-9-yl)methyl)-5-(trifluoromethyl)thiazole